COC(=O)C1(CC2(C1)CCN(CC2)C(=O)O)C.IC2=C(C(=O)NC1=CC=C(C=C1)N)C=CC=C2 2-iodo-N-(4-aminophenyl)benzamide methyl-2-methyl-7-azaspiro[3.5]nonane-2,7-dicarboxylate